cyclopentyl cis-2-(biphenyl-3-ylmethyl)-3-((methylsulfonyl)amino)piperidine-1-carboxylate C1(=CC(=CC=C1)C[C@@H]1N(CCC[C@@H]1NS(=O)(=O)C)C(=O)OC1CCCC1)C1=CC=CC=C1